4-bromo-1-(4-fluorophenyl)-N-methoxy-N-methyl-1H-indole-2-carboxamide BrC1=C2C=C(N(C2=CC=C1)C1=CC=C(C=C1)F)C(=O)N(C)OC